NC1=NC=2C=C(C(=CC2C2=C1COC2)C(=O)N(C)[C@H]2COCC1=NC(=CC=C12)C#N)Cl 4-amino-7-chloro-N-((5R)-2-cyano-5,8-dihydro-6H-pyrano-[3,4-b]pyridin-5-yl)-N-methyl-1,3-dihydrofuro[3,4-c]-quinoline-8-carboxamide